NC1=CC=C(C=C1)C=1C=C2C=NC(=NC2=C(C1)CC)NC1CCC(CC1)NC(OC(C)(C)C)=O tert-butyl ((1r,4r)-4-((6-(4-aminophenyl)-8-ethylquinazolin-2-yl)amino)-cyclohexyl)carbamate